[Cl-].C(C=C)(=O)NCC[N+](C)(C)C [2-(acrylamido)ethyl]trimethyl-ammonium chloride